ClC1=CC(=C(OCC=2C=C(C=CC2)C(C2CCN(CC2)C(=O)OC(C)(C)C)F)C=C1)C#N tert-Butyl 4-((3-((4-chloro-2-cyanophenoxy)methyl)phenyl)fluoromethyl)piperidine-1-carboxylate